methyl 3-((3-butyl-2-methyl-7-(methylthio)-1,1-dioxido-5-phenyl-2,3,4,5-tetrahydrobenzo[f][1,2,5]thiadiazepin-8-yl)amino)benzoate C(CCC)C1N(S(C2=C(N(C1)C1=CC=CC=C1)C=C(C(=C2)NC=2C=C(C(=O)OC)C=CC2)SC)(=O)=O)C